methyl cis-2-(((cis-3-(4-methylphenyl)cyclobutyl)oxy)-methyl)-3-((methylsulfonyl)amino)piperidine-1-carboxylate CC1=CC=C(C=C1)[C@H]1C[C@H](C1)OC[C@@H]1N(CCC[C@@H]1NS(=O)(=O)C)C(=O)OC